CSC1=NC2=CC=CC=C2C(=N1)SC 2,4-dimethylthioquinazoline